N1=CC=C2N1C=CC(=C2)C2=CNC=1N=C(N=CC12)NC1CCC2(CCO2)CC1 5-(pyrazolo[1,5-a]pyridin-5-yl)-N-((4r,7r)-1-oxaspiro[3.5]nonan-7-yl)-7H-pyrrolo[2,3-d]pyrimidin-2-amine